C1(=CC=CC=C1)[C@H]1CC[C@H](CC1)OC[C@@H]1N(CC[C@@H]1NS(=O)(=O)C)C=1SC=CN1 N-((2R,3S)-2-((((CIS)-4-phenylcyclohexyl)oxy)methyl)-1-(thiazol-2-yl)pyrrolidin-3-yl)methanesulfonamide